ClC=1C=C(C=C(C1)Cl)C=1C(=C(C(=NC1)C(=O)NCC(=O)OCC)OCOC)C ethyl (5-(3,5-dichlorophenyl)-3-(methoxymethoxy)-4-methylpicolinoyl)glycinate